C(C)OC(C)OCC Acetaldehyde diethyl acetal